(R)-5-(1-(2,2-difluoroethyl)-1H-benzo[d][1,2,3]triazol-6-yl)-N-(1-ethyl-3,3-difluoropiperidin-4-yl)-4-methoxypyrrolo[2,1-f][1,2,4]triazin-2-amine FC(CN1N=NC2=C1C=C(C=C2)C=2C=CN1N=C(N=C(C12)OC)N[C@H]1C(CN(CC1)CC)(F)F)F